4-((5-((S)-5-amino-5,7-dihydrospiro[cyclopenta[b]pyridin-6,4'-piperidin]-1'-yl)pyrazin-2-yl)thio)-8-cyclopropyl-6,6a,7,8-tetrahydro-9H-imidazo[1,5-d]pyrido[3,2-b][1,4]oxazin-9-one N[C@@H]1C=2C(=NC=CC2)CC12CCN(CC2)C=2N=CC(=NC2)SC2=CC=NC1=C2OCC2N1C(N(C2)C2CC2)=O